COC1=CC=C(C=C1)C1(CCOCC1)C(C)=NN 1-[4-(4-methoxyphenyl)tetrahydropyran-4-yl]ethanone hydrazone